4-[(1S)-5-chloro-6-oxo-4-[[(3S)-tetrahydropyran-3-yl]methylamino]pyridazin-1-yl]-N-(4-cyanophenyl)-N-cyclopropyl-piperidine-1-sulfonamide ClC1=C(C=NN(C1=O)C1CCN(CC1)S(=O)(=O)N(C1CC1)C1=CC=C(C=C1)C#N)NC[C@H]1COCCC1